O1CCC2=C1C=CC(=C2)C(=O)O 2,3-dihydrobenzofuran-5-carboxylic acid